FC1(CC12CC(C2)(O)C2=CC=1C(=NC(=CC1)C1=CC=3C(N=C1)=NN(C3)C)S2)F (cis)-1,1-difluoro-5-(6-(2-methyl-2H-pyrazolo[3,4-b]pyridin-5-yl)thieno[2,3-b]pyridin-2-yl)spiro[2.3]hexan-5-ol